4-chloro-1-methyl-N-(4-(1-methyl-3-(trifluoromethyl)-1H-pyrazol-5-yl)phenyl)-1H-pyrazol-5-carboxamide ClC=1C=NN(C1C(=O)NC1=CC=C(C=C1)C1=CC(=NN1C)C(F)(F)F)C